[O+]1=CC=CC=C1.[Te+2] Tellurium pyranium